di-n-pentadecylphenol C(CCCCCCCCCCCCCC)C=1C(=C(C=CC1)O)CCCCCCCCCCCCCCC